N1=NC(=C2N1C=CC=C2)C(=O)O [1,2,3]triazolo[1,5-a]pyridine-3-carboxylic acid